methyl 5-fluoro-2-((4-fluoro-2-isopropylphenyl)-amino)benzoate FC=1C=CC(=C(C(=O)OC)C1)NC1=C(C=C(C=C1)F)C(C)C